sodium (3-chloro-5-nitrophenyl) methylsulfonyl sulfate S(=O)(=O)(OC1=CC(=CC(=C1)[N+](=O)[O-])Cl)OS(=O)(=O)C.[Na]